N1N=CC(=C1)C=1C=CC(=NC1)N1CC2(C(C1=O)NC1=CC(=CC=C1)OC)CCN(CC2)C(CCN2C(CCC2)=O)=O 2-(5-(1H-pyrazol-4-yl)pyridin-2-yl)-4-((3-methoxyphenyl)amino)-8-(3-(2-oxopyrrolidin-1-yl)propanoyl)-2,8-diazaspiro[4.5]decan-3-one